O=C([C@H](O)[C@@H](O)[C@H](O)[C@H](O)CO)O.CNC[C@H](O)[C@@H](O)[C@H](O)[C@H](O)CO N-methyl-d-glucamine gluconate